FC(C(=O)O)(F)F.FC(C(=O)O)(F)F.FC(C(=O)O)(F)F.N[C@@H](CN[C@@H](C(=O)N[C@H](C(=O)NCC1=CC=C(C=C1)C(N)=N)C)CCC1=CC=CC=C1)CC1=CC=CC=C1 (R)-2-(((R)-2-Amino-3-phenylpropyl)amino)-N-((S)-1-((4-carbamimidoylbenzyl)amino)-1-oxopropan-2-yl)-4-phenylbutanamide, Tri-trifluoroacetate Salt